FC1=NC=C(C=C1[C@@H](C)N(C(O)=O)C1=C(N=NN1C)C1=NC=C(C=C1)NC(=O)C1=NON=C1C)F.CC=1C=C2C=C(CC2=CC1C)SC=1CC2=CC(=C(C=C2C1)C)C bis(5,6-dimethyl-1H-inden-2-yl)sulfane (R)-1-(2,5-difluoropyridin-3-yl)ethyl-(1-methyl-4-(5-(4-methyl-1,2,5-oxadiazole-3-carboxamido)pyridin-2-yl)-1H-1,2,3-triazol-5-yl)carbamate